4-amino-butanoic acid NCCCC(=O)O